4-isopropylthiophenol C(C)(C)C1=CC=C(C=C1)S